C(C)(C)(C)OC(=O)N1CC2=C(C=C(C=C2CC1)OCCN(C)C)N[C@H]1COCC1 t-Butyl-(R)-6-(2-(dimethylamino)ethoxy)-8-((tetrahydrofuran-3-yl)amino)-3,4-dihydroisoquinoline-2(1H)-carboxylate